(R)-N-[7-chloro-6-(4-cyano-4-methyl-1-piperidyl)-3-isoquinolyl]-6-oxaspiro[2.5]octane-2-carboxamide ClC1=C(C=C2C=C(N=CC2=C1)NC(=O)[C@@H]1CC12CCOCC2)N2CCC(CC2)(C)C#N